C1C[N+]2(CCC1[C@H](C2)OC(=O)C(C3=CC=CS3)(C4=CC=CS4)O)CCCOC5=CC=CC=C5.[Br-] The molecule is a quaternary ammonium salt that is the bromide salt of aclidinium. A muscarinic acetylcholine M3 receptor antagonist, for the long-term maintenance treatment of bronchospasm associated with chronic obstructive pulmonary disease (COPD). It has a role as a muscarinic antagonist and a bronchodilator agent. It is a quaternary ammonium salt and an organic bromide salt. It contains an aclidinium.